(S)-1-(3-(2,2,2-trifluoro-1-phenylethyl)ureido)cyclopropane-1-carboxylic acid FC([C@H](C1=CC=CC=C1)NC(NC1(CC1)C(=O)O)=O)(F)F